rac-tert-butyl 5-hydroxy-2-azabicyclo[2.2.1]heptane-2-carboxylate OC1C2CN(C(C1)C2)C(=O)OC(C)(C)C